ClC=1C=C(C=CC1)S(=O)(=O)NC1=C(C=CC(=C1)C1=CC=2C3=C(C=NC2C=C1)N(C(C31CC1)=O)C)OCCCN(C)C 3-Chloro-N-(2-(3-(dimethylamino)propoxy)-5-(3'-methyl-2'-oxo-2',3'-dihydrospiro[cyclopropane-1,1'-pyrrolo[2,3-c]quinolin]-8'-yl)phenyl)benzenesulfonamide